CC1(CCN(CC1)C1=C(C=C(C=C1)NC1CCC(CC1)N)C(F)(F)F)C N1-(4-(4,4-dimethylpiperidin-1-yl)-3-(trifluoromethyl)phenyl)cyclohexane-1,4-diamine